(R)-3-(5-(6-(2-((5-chloro-1-methyl-1H-pyrazol-4-yl)amino)pyrimidin-4-yl)pyridin-2-yl)-1,3,4-thiadiazol-2-yl)-3-hydroxy-1-methylpyrrolidin-2-one ClC1=C(C=NN1C)NC1=NC=CC(=N1)C1=CC=CC(=N1)C1=NN=C(S1)[C@@]1(C(N(CC1)C)=O)O